C1(=CC=CC=C1)C1=NC(=CC(=C1)C1=C(C(=C(C(=C1C1=CC(=NC(=C1)C1=CC=CC=C1)C1=CC=CC=C1)C#N)C1=CC(=NC(=C1)C1=CC=CC=C1)C1=CC=CC=C1)C1=NC(=CC=C1)C)C1=CC=C(C=C1)N1C2=CC=CC=C2C=2C=C(C=CC12)C)C1=CC=CC=C1 2,3,5-tris(2,6-diphenylpyridin-4-yl)-4'-(3-methyl-9H-carbazol-9-yl)-6-(6-methylpyridin-2-yl)-[1,1'-biphenyl]-4-carbonitrile